3-amino-N-[2-oxo-2-(prop-2-ylamino)ethyl]-5-{[4-(trifluoromethyl)phenyl]sulfonyl}pyridine-2-carboxamide NC=1C(=NC=C(C1)S(=O)(=O)C1=CC=C(C=C1)C(F)(F)F)C(=O)NCC(NC(C)C)=O